Cl.FC1=CC(=C(CNC(=O)C2CCNCC2)C=C1)C(F)(F)F N-(4-fluoro-2-(trifluoromethyl)benzyl)piperidine-4-carboxamide hydrochloride